(S)-4-((4-cyclopropylphenyl)sulfonamido)-N-(3,3-dimethylbutan-2-yl)-3-(4-fluorophenyl)-1-methyl-1H-pyrazole-5-carboxamide C1(CC1)C1=CC=C(C=C1)S(=O)(=O)NC=1C(=NN(C1C(=O)N[C@@H](C)C(C)(C)C)C)C1=CC=C(C=C1)F